FC=1C=C(C=C2C=NC(=NC12)N1C(CCC1)=O)CN1C[C@H]([C@@H](C1)COC)OC=1C=C2CN(C(C2=CC1)=O)[C@@H]1C(NC(CC1)=O)=O (3S)-3-(5-{[(3S,4S)-1-{[8-fluoro-2-(2-oxopyrrolidin-1-yl)quinazolin-6-yl]methyl}-4-(methoxymethyl)pyrrolidin-3-yl]oxy}-1-oxo-2,3-dihydro-1H-isoindol-2-yl)piperidine-2,6-dione